C(CCC)C1(CN(C2=C(S(C1)(=O)=O)C=C(C(=C2)SC)CNC(CS(=O)(=O)O)=O)C2=CC=C(C=C2)OC)CCCC 2-(((3,3-dibutyl-5-(4-methoxyphenyl)-7-methylsulfanyl-1,1-dioxo-2,3,4,5-tetrahydrobenzo[b][1,4]thiazepin-8-yl)methyl)amino)-2-oxoethanesulfonic acid